tert-butyl 4-(3-(4-(2-(2,6-dioxopiperidin-3-yl)-1,3-dioxoisoindolin-5-yl)piperazin-1-yl)propyl)piperazine-1-carboxylate O=C1NC(CCC1N1C(C2=CC=C(C=C2C1=O)N1CCN(CC1)CCCN1CCN(CC1)C(=O)OC(C)(C)C)=O)=O